di-ethyl 5-methylpyrazol-3-yl phosphate P(=O)(OCC)(OCC)OC1=NNC(=C1)C